N-(4-(4-amino-7-cyano-3-(3,5-difluoro-4-((4-methylpyrimidin-2-yl)oxy)phenyl)-1-methyl-1H-pyrrolo[3,2-c]pyridin-2-yl)-3-fluorophenyl)methacrylamide NC1=NC=C(C2=C1C(=C(N2C)C2=C(C=C(C=C2)NC(C(=C)C)=O)F)C2=CC(=C(C(=C2)F)OC2=NC=CC(=N2)C)F)C#N